C1(CC1)N(C1=C(C=C(C=C1)F)O)[C@@H]1CC[C@H](CC1)N(C1=CC(N(C=2C=CC(=NC12)C#N)C)=O)C trans-8-[[4-(N-Cyclopropyl-4-fluoro-2-hydroxy-anilino)cyclohexyl]-methyl-amino]-5-methyl-6-oxo-1,5-naphthyridine-2-carbonitrile